3,4-difluoro-2-hydroxybenzaldehyde FC=1C(=C(C=O)C=CC1F)O